n-butyltris(m-fluorophenyl)boron (2S,4R)-benzyl-1-((S)-2-acetamidopropanoyl)-4-hydroxypyrrolidine-2-carboxylate C(C1=CC=CC=C1)OC(=O)[C@H]1N(C[C@@H](C1)O)C([C@H](C)NC(C)=O)=O.C(CCC)C1=C(C=CC=C1F)B(C1=CC(=CC=C1)F)C1=CC(=CC=C1)F